COC(=O)C1=NC=2CCCC(C2C=C1)O 5-hydroxy-5,6,7,8-tetrahydroquinoline-2-carboxylic acid methyl ester